FC(C(=O)[O-])(F)F.C[N+](=CCC)C N,N-dimethyl-1-propaniminium trifluoroacetate